[Cl-].[Cl-].C(C)(C)C=1C(C2=CC=CC=C2C1)[SiH2][Hf](C1C(=C(C(=C1C)C)C)C)(C)C (2-isopropyl-1H-inden-1-yl)dimethyl-silyl-(2,3,4,5-tetramethyl-cyclopenta-2,4-dienyl)hafnium dichloride